ClC=1C=C(C=CC1Cl)NC(=O)[C@@H]1[C@H]2C[C@@H]([C@@H]([C@@H]1C=1C=NC(=CC1)C)O2)O (1R,2S,3S,4R,5S)-N-(3,4-dichlorophenyl)-5-hydroxy-3-(6-methylpyridin-3-yl)-7-oxabicyclo[2.2.1]Heptane-2-carboxamide